Cl[C@@]1([C@@H](O[C@@]([C@H]1O)(CO)F)N1C2=NC(=NC(=C2N=C1)NC)NC(OC(C)(C)C)=O)F tert-butyl N-{9-[(2R,3S,4R,5S)-3-chloro-3,5-difluoro-4-hydroxy-5-(hydroxymethyl)oxolan-2-yl]-6-(methylamino)purin-2-yl}carbamate